tert-butyl (4-bromobenzo[d]thiazol-2-yl)aminocarboxylate BrC1=CC=CC2=C1N=C(S2)NC(=O)OC(C)(C)C